benzyl (2S,4S)-4-[(dimethylamino)methyl]-4-fluoro-1-[2-(4-phenoxybutanamido) acetyl]pyrrolidine-2-carboxylate CN(C)C[C@]1(C[C@H](N(C1)C(CNC(CCCOC1=CC=CC=C1)=O)=O)C(=O)OCC1=CC=CC=C1)F